C1(=CC=CC=C1)[C@@H](CC)N |o1:6| R or S-1-phenylpropylamine